OCCC1(COC1)C 3-Hydroxyethyl-3-methyloxetane